5-(((1-phenylpiperidin-4-yl)methyl)amino)-4-trifluoromethylpyridazin-3(2H)-one C1(=CC=CC=C1)N1CCC(CC1)CNC1=C(C(NN=C1)=O)C(F)(F)F